BrC1=C(C=CC=C1Cl)C1=C(C=CC(=C1)F)O bromo-3-chloro-5'-fluoro-2'-hydroxy-[1,1'-biphenyl]